4-bromo-1-((R)-6-((tert-butyldimethylsilyl)oxy)-2,5,7,8-tetramethylchroman-2-yl)-4-methylpentan-3-ol BrC(C(CC[C@@]1(OC2=C(C(=C(C(=C2CC1)C)O[Si](C)(C)C(C)(C)C)C)C)C)O)(C)C